CC(C(C)(C)O)(C)O 1,1,2,2-tetramethyl-1,2-ethylene glycol